CC1=NN(C=C1)C[C@H]1N(C[C@@H](C1)NC(=O)C=1OC(=CN1)C1=CC(=CC=C1)OC(F)(F)F)C(=O)OC(C)(C)C tert-butyl (2S,4R)-2-((3-methyl-1H-pyrazol-1-yl)methyl)-4-(5-(3-(trifluoromethoxy)phenyl)oxazole-2-carboxamido)pyrrolidine-1-carboxylate